CN1N=C2C=CC(=CC2=C1C)C1=NC(=NC=C1)N[C@@H]1C[C@H](CC1)N (1S,3S)-N1-(4-(2,3-dimethyl-2H-indazol-5-yl)pyrimidin-2-yl)cyclopentane-1,3-diamine